BrC=1C=CC(=NC1COC)C=NO 5-bromo-6-(methoxymethyl)pyridineformaldoxime